5-(2-(5-fluoro-1H-indol-3-yl)ethyl)-6-((tetrahydro-2H-pyran-4-yl)methyl)-5,6,7,8-tetrahydro-[1,3]dioxolo[4,5-g]isoquinoline FC=1C=C2C(=CNC2=CC1)CCC1N(CCC=2C=C3C(=CC12)OCO3)CC3CCOCC3